tert-Butyl 2-(6,8-dioxo-2,7-diazaspiro[4.6]undecan-2-yl)acetate O=C1C2(CCN(C2)CC(=O)OC(C)(C)C)CCCC(N1)=O